N-phenyl-5-azaspiro[2.4]heptane-6-carboxamide 2,2,2-trifluoroacetate FC(C(=O)O)(F)F.C1(=CC=CC=C1)NC(=O)C1NCC2(CC2)C1